ethyl 2-({6-[(1,3-benzothiazol-2-yl)amino]-5-(propan-2-yl)pyridazin-3-yl}(methyl)amino)-1,3-thiazole-4-carboxylate S1C(=NC2=C1C=CC=C2)NC2=C(C=C(N=N2)N(C=2SC=C(N2)C(=O)OCC)C)C(C)C